8-Methyl-3-((methyl(9-(tetrahydro-2H-pyran-2-yl)-9H-purin-6-yl)amino)methyl)-2-o-tolylisoquinolin-1(2H)-one CC=1C=CC=C2C=C(N(C(C12)=O)C1=C(C=CC=C1)C)CN(C1=C2N=CN(C2=NC=N1)C1OCCCC1)C